C(#N)C(C(C)C)NC(OC(C)(C)C)=O tert-butyl N-[1-cyano-2-methylpropyl]-carbamate